3-(1-isopropyl-3-(5-(trifluoromethyl)pyridin-3-yl)-1H-pyrazol-5-yl)cyclopentanone 1-iododecyl-tetrahydro-2H-pyran-4-carboxylate IC(CCCCCCCCC)OC(=O)C1CCOCC1.C(C)(C)N1N=C(C=C1C1CC(CC1)=O)C=1C=NC=C(C1)C(F)(F)F